[Na+].C(C(=C)C)(=O)NC(CS(=O)(=O)[O-])(C)C 2-methacrylamido-2-methylpropanesulfonic acid, sodium salt